The molecule is the D-enantiomer of 2-aminohexanoic acid. It is an enantiomer of a L-norleucine. It is a tautomer of a D-norleucine zwitterion. CCCC[C@H](C(=O)O)N